(R)-N'-((5-chloro-2-(2-methoxypyridin-4-yl)phenyl)carbamoyl)-6,6-dimethyl-6,7-dihydro-5H-pyrazolo[5,1-b][1,3]oxazine-3-sulfonimidamide ClC=1C=CC(=C(C1)NC(=O)N=[S@](=O)(N)C=1C=NN2C1OCC(C2)(C)C)C2=CC(=NC=C2)OC